C1(=CC=CC=C1)N1N(C(=C(C1)NC)C)C 1-phenyl-2,3-dimethyl-4-methylaminopyrazoline